CNC(OC=1OC2=C(C1)C=C(C=C2C(F)(F)F)B2OC(C(O2)(C)C)(C)C)=O (5-(4,4,5,5-tetramethyl-1,3,2-dioxaborolan-2-yl)-7-(trifluoromethyl) benzofuran-2-yl) methylcarbamate